(R)-N-(benzo[d]thiazol-2-yl)-2-(1,3-dioxoisoindolin-2-yl)-4-methylpentanamide S1C(=NC2=C1C=CC=C2)NC([C@@H](CC(C)C)N2C(C1=CC=CC=C1C2=O)=O)=O